1-methyl-5-[rac-(2R,4R)-4-[7-(2,4-difluorophenyl)-2-(dimethylamino)-thiazolo[4,5-d]pyrimidin-5-yl]tetrahydropyran-2-yl]pyridin-2-one CN1C(C=CC(=C1)[C@@H]1OCC[C@H](C1)C=1N=C(C2=C(N1)N=C(S2)N(C)C)C2=C(C=C(C=C2)F)F)=O |r|